tert-butyl (2-acetamido-5-(dimethylamino)pyridin-4-yl)carbamate C(C)(=O)NC1=NC=C(C(=C1)NC(OC(C)(C)C)=O)N(C)C